ClC1=CC=C(C=C1)[C@H]1C[C@@H](CN(C1)CC1=CC=C(C=C1)C(F)(F)F)CC(=O)O Trans-2-(5-(4-chlorophenyl)-1-(4-(trifluoromethyl)benzyl)piperidin-3-yl)acetic acid